di-t-butoxychromium chloride [Cl-].C(C)(C)(C)O[Cr+]OC(C)(C)C